BrC1=C(C=C2C(=NC(=NC2=C1F)OC[C@]12CCCN2C[C@@H](C1)F)N[C@H]1CN(CC1)C(=O)OC(C)(C)C)C(F)(F)F tert-butyl (R)-3-((7-bromo-8-fluoro-2-(((2R,7aS)-2-fluorotetrahydro-1H-pyrrolizin-7a(5H)-yl)methoxy)-6-(trifluoromethyl)quinazolin-4-yl)amino)pyrrolidine-1-carboxylate